ClC1=CC=C(C=C1)C1=N[C@H](C=2N(C3=C1C(=C(S3)C)C)C(=NN2)C)CC(=O)NCCNC=2C(=C(C(=O)NC=3SC(=C(N3)C)C)C=CC2)C (S)-3-((2-(2-(4-(4-Chlorophenyl)-2,3,9-trimethyl-6H-thieno[3,2-f][1,2,4]triazolo[4,3-a][1,4]diazepin-6-yl)acetamido)ethyl)amino)-N-(4,5-dimethylthiazol-2-yl)-2-methylbenzamide